(RS)-benzyl piperidin-3-ylcarbamate N1C[C@@H](CCC1)NC(OCC1=CC=CC=C1)=O |r|